N-(4-(4-methylpiperazin-1-yl)pyridin-2-yl)-6-(1H-pyrazol-4-yl)benzo[d]-thiazol-2-amine CN1CCN(CC1)C1=CC(=NC=C1)NC=1SC2=C(N1)C=CC(=C2)C=2C=NNC2